N-(3-(methylsulfonamido)phenyl)-2-(1H-pyrrol-1-yl)thiazole-4-carboxamide CS(=O)(=O)NC=1C=C(C=CC1)NC(=O)C=1N=C(SC1)N1C=CC=C1